CN1N=CC(=C1)OC=1N=C2CCCNC2=CC1 6-[(1-methyl-1H-pyrazol-4-yl)oxy]-1,2,3,4-tetrahydro-1,5-naphthyridine